ClC=1C=C(C(=O)[C@@H]2[C@H](C2)C(=O)[O-])C=CC1Cl.[Na+] sodium (1S,2S)-2-(3,4-dichloro-benzoyl)-cyclopropanecarboxylate